4-chloro-N-methyl-1-(4-(trifluoromethyl)benzyl)-1H-pyrazolo[3,4-c]pyridin-3-amine ClC1=C2C(=CN=C1)N(N=C2NC)CC2=CC=C(C=C2)C(F)(F)F